2-acetamido-N-benzyl-6-[benzyl(2-chloroethylcarbamoyl)amino]hexanamide C(C)(=O)NC(C(=O)NCC1=CC=CC=C1)CCCCN(C(NCCCl)=O)CC1=CC=CC=C1